O1C(=CC=C1)C=1C=CC(=C(C1)NC1=NC=NC2=CC(=C(C=C12)OC1C(CN(CC1)C(C=C)=O)C)OC)OC 1-(4-((4-((5-(furan-2-yl)-2-methoxyphenyl)amino)-7-methoxy-quinazolin-6-yl)oxy)-3-methylpiperidin-1-yl)prop-2-en-1-one